tris(ethylcyclopentadienyl)lanthanum(III) C(C)C1(C=CC=C1)[La](C1(C=CC=C1)CC)C1(C=CC=C1)CC